bismuth trisoctanoate C(CCCCCCC)(=O)[O-].C(CCCCCCC)(=O)[O-].C(CCCCCCC)(=O)[O-].[Bi+3]